4-[4-(2-amino-1-methylethyl)phenylamino]-7-methoxy-6-(3-(dibutylamino)propoxy)quinazoline NCC(C)C1=CC=C(C=C1)NC1=NC=NC2=CC(=C(C=C12)OCCCN(CCCC)CCCC)OC